2-(ethyl-(methyl)amino)pyrimidine-2-amine C(C)N(C1(NC=CC=N1)N)C